p-methyl-β-methylstyrene CC1=CC=C(C=CC)C=C1